ethyl 2-methyl-5-oxo-6-((tetrahydro-2H-pyran-2-yl)methyl)-5,6-dihydro-1,6-naphthyridine-3-carboxylate CC1=NC=2C=CN(C(C2C=C1C(=O)OCC)=O)CC1OCCCC1